C(C)(C)N1C=CC=2C(=NC(=CC21)NC2=NC=NC=C2)C=2CCN(CC2)C(C=C)=O 1-(4-(1-isopropyl-6-(pyrimidin-4-ylamino)-1H-pyrrolo[3,2-c]pyridin-4-yl)-3,6-dihydropyridin-1(2H)-yl)prop-2-en-1-one